3-(2-methylpropyl)-3,5,8-triazatricyclo[7.4.0.02,6]trideca-1(9),2(6),4,7,10,12-hexaen-7-amine CC(CN1C=2C=3C=CC=CC3N=C(C2N=C1)N)C